CN1C(N(C=2C1=CC=1C(=NN=C(C1C2)N[C@H](C)C2=C(C(=CC=C2)C2CNCC2)C)C)C)=O 1,3,8-trimethyl-5-[[(1R)-1-(2-methyl-3-pyrrolidin-3-yl-phenyl)ethyl]amino]imidazo[4,5-g]phthalazin-2-one